C(C)OC(=O)C=1NC2=C(C=CC=C2C1)C 7-Methyl-1H-indole-2-carboxylic acid ethyl ester